(S)-1-(1-(3-Chloro-4-(2-(1-cyanocyclopropyl)pyridin-3-yl)phenyl)-2-hydroxy-ethyl)-3-(2-ethynylthiazol-4-yl)urea ClC=1C=C(C=CC1C=1C(=NC=CC1)C1(CC1)C#N)[C@@H](CO)NC(=O)NC=1N=C(SC1)C#C